1,3,3-trimethyl-2-oxoindoline-5-carboxylic acid CN1C(C(C2=CC(=CC=C12)C(=O)O)(C)C)=O